C(C)(C)(C)OC(=O)NCC1CN(CC1)C1=NC(=NC=C1C(=O)OC)C1=CC(=C(C=C1)Cl)C(F)(F)F methyl 4-[3-[(tert-butoxy-carbonylamino)methyl]pyrrolidin-1-yl]-2-[4-chloro-3-(trifluoromethyl)phenyl]pyrimidine-5-carboxylate